(S)-2-((S)-3,3-Difluorocyclopentyl)-2-(4-(2-methyl-2H-tetrazol-5-yl)phenyl)-N-(3-neopentylisoxazol-5-yl)acetamide FC1(C[C@H](CC1)[C@H](C(=O)NC1=CC(=NO1)CC(C)(C)C)C1=CC=C(C=C1)C=1N=NN(N1)C)F